BrC1=CC(=C2C=C(N(C2=C1)C1CC1)NC(CC(C)(C)C)=O)C N-(6-bromo-1-cyclopropyl-4-methyl-1H-indol-2-yl)-3,3-dimethylbutyramide